N-[(1S)-2-hydroxy-1-{3-[4-(trifluoromethyl)phenyl]-1,2,4-oxadiazol-5-yl}ethyl]-1H-1,2,3-benzotriazole-5-carboxamide OC[C@@H](C1=NC(=NO1)C1=CC=C(C=C1)C(F)(F)F)NC(=O)C1=CC2=C(NN=N2)C=C1